2-formyl-glycine C(=O)C(N)C(=O)O